(2-(dimethylamino)ethyl)-7-(N,N-di-tert-butoxycarbonyl-amino)-1H-indazol-5-amine CN(CCN1N=CC2=CC(=CC(=C12)N(C(=O)OC(C)(C)C)C(=O)OC(C)(C)C)N)C